tert-butyl ((2-(6-(ethylamino)-4-(3-methyl-1-(4-methyl-4H-1,2,4-triazol-3-yl)cyclobutyl)pyridin-2-yl)-3-oxo-7-(trifluoromethyl)isoindolin-5-yl)methyl)(1-methylcyclobutyl)carbamate C(C)NC1=CC(=CC(=N1)N1CC2=C(C=C(C=C2C1=O)CN(C(OC(C)(C)C)=O)C1(CCC1)C)C(F)(F)F)C1(CC(C1)C)C1=NN=CN1C